(diethylamino)propionic acid C(C)N(CC)C(C(=O)O)C